C1(=CC=CC=C1)C=1C=CC=C2C=CC(=CC12)OB(O)O (8-phenylnaphthalen-2-yl)boric acid